(2s,3s)-N-(5-tert-butyl-2-methoxybenzyl)-2-(diphenylmethyl)-1-azabicyclo[2.2.2]octane-3-amine C(C)(C)(C)C=1C=CC(=C(CN[C@@H]2[C@@H](N3CCC2CC3)C(C3=CC=CC=C3)C3=CC=CC=C3)C1)OC